ClC=1C=CC(=NC1)C=1C(=NC=CN1)C(C)NC(C1=CC(=CC(=C1)C(F)(F)F)C(F)(F)F)=O N-[1-[3-(5-chloro-2-pyridinyl)pyrazin-2-yl]ethyl]-3,5-bis(trifluoromethyl)benzamide